N-[1-(3-pyrimidin-2-ylpyrazin-2-yl)ethyl]-3-(trifluoromethyl)-5-[2-(trifluoromethyl)cyclopropyl]benzamide N1=C(N=CC=C1)C=1C(=NC=CN1)C(C)NC(C1=CC(=CC(=C1)C1C(C1)C(F)(F)F)C(F)(F)F)=O